CC=1C=C(C=C2CCC(NC12)=O)N1CCC2=C1N=CC=C2C(=O)N (8-methyl-2-oxo-3,4-dihydro-1H-quinolin-6-yl)-2,3-dihydro-1H-pyrrolo[2,3-b]Pyridine-4-carboxamide